(3S)-3-((S)-sec-Butyl)-5-(((tert-butyldimethylsilyl)oxy)methyl)-2-oxo-1,2,3,5-tetrahydro-4H-benzo[e][1,4]diazepine-4-carboxamide [C@H](C)(CC)[C@@H]1N(C(C2=C(NC1=O)C=CC=C2)CO[Si](C)(C)C(C)(C)C)C(=O)N